N1CCNCC1.P(O)(O)(O)=O orthophosphoric acid piperazine salt